(3-aminopropyl)-N1-methyl-N3-(2-(4-(piperazin-1-yl)phenyl)quinolin-4-yl)propane-1,3-diamine trifluoroacetate FC(C(=O)O)(F)F.NCCCC(CCNC1=CC(=NC2=CC=CC=C12)C1=CC=C(C=C1)N1CCNCC1)NC